C(C)(C)(C)OC(=O)N1C[C@@H](CCC1)C(=O)NC1=NN(C2=CC=C(C=C12)C1=C(C=CC(=C1)C#N)Cl)C(=O)OCC1CCCCC1 Cyclohexylmethyl 3-({[(3R)-1-(tert-butoxycarbonyl)piperidin-3-yl]carbonyl}amino)-5-(2-chloro-5-cyanophenyl)-1H-indazole-1-carboxylate